5-(4-((2-(4-((3-(2-methoxyethyl)-5-(trifluoromethoxy)benzyl)amino)butoxy)ethyl)amino)-1H-indazol-6-yl)pyridazin-3(2H)-one COCCC=1C=C(CNCCCCOCCNC2=C3C=NNC3=CC(=C2)C2=CC(NN=C2)=O)C=C(C1)OC(F)(F)F